2,6-dimethyl-3,3-Dimethoxymethyl-heptane CC(C)C(CCC(C)C)(COC)COC